(5S,8R)-N-(5-chloro-2-fluoro-4-(trifluoromethyl)phenyl)-2-oxo-2,5,6,7,8,9-hexahydro-1H-5,8-methanocyclohepta[b]pyridine-10-carboxamide ClC=1C(=CC(=C(C1)NC(=O)C1[C@@H]2CC[C@@H]1CC=1NC(C=CC12)=O)F)C(F)(F)F